C(C)(C)N1N=CC(=C1)C1=NC=CC2=C1N=C(N=C2)NC2=C(C=C(C=C2)C=2C=NN(C2)C)OC 8-(1-isopropyl-1H-pyrazol-4-yl)-N-(2-methoxy-4-(1-methyl-1H-pyrazol-4-yl)phenyl)pyrido[3,4-d]pyrimidin-2-amine